cyclopropyl-dimethylamine C1(CC1)N(C)C